1,4,7,10-tetraazacyclododecane-7-acetamide N1CCNCCN(CCNCC1)CC(=O)N